Methyl 3-((4-((S)-2-((S)-2-((tert-butoxycarbonyl)amino)-3-methylbutanamido)-5-ureidopentanamido)benzyl)oxy)quinoline-2-carboxylate C(C)(C)(C)OC(=O)N[C@H](C(=O)N[C@H](C(=O)NC1=CC=C(COC=2C(=NC3=CC=CC=C3C2)C(=O)OC)C=C1)CCCNC(=O)N)C(C)C